CC12CC[C@H](CC1CCC3C2C(=O)CC4(C3CCC4C(=O)CO)C)O 5beta-Pregnane-3alpha,21-diol-11,20-dione